methyl 1-(3-(4-((tert-butoxycarbonyl)amino)piperidin-1-yl)propyl)-1H-imidazole-4-carboxylate C(C)(C)(C)OC(=O)NC1CCN(CC1)CCCN1C=NC(=C1)C(=O)OC